di-n-butyltin octanoate C(CCCCCCC)(=O)[O-].C(CCC)[Sn+2]CCCC.C(CCCCCCC)(=O)[O-]